3-(2-acryloyloxyethyl)-2-ethyloxetane C(C=C)(=O)OCCC1C(OC1)CC